C(C1=CC=CC=C1)OC(N(C)CCN(C=1C=NN(C1)C)S(=O)(=O)NC(CC1=C2CCCC2=CC=2CCCC12)=O)=O.C(CC)O[Si](C)(OCCC)OCCC tripropoxy(methyl)silane benzyl-N-[2-({[2-(1,2,3,5,6,7-hexahydro-s-indacen-4-yl)acetamido]sulfonyl}(1-methyl-1H-pyrazol-4-yl)amino)ethyl]-N-methylcarbamate